FC1=C(C2=C(C(=N1)OC)N=C(S2)NC(=O)N2C[C@]1(CC2)COCCC1)C1CCOCC1 (5S)-N-[6-fluoro-4-methoxy-7-(oxan-4-yl)-[1,3]thiazolo[4,5-c]pyridin-2-yl]-7-oxa-2-azaspiro[4.5]decane-2-carboxamide